[(4R)-4-(tert-butoxycarbonylamino)-4-cyclopropyl-butyl] 4-methylbenzenesulfonate CC1=CC=C(C=C1)S(=O)(=O)OCCC[C@H](C1CC1)NC(=O)OC(C)(C)C